COC1=C(C=C(C=C1)[C@@H]1CC[C@H](CC1)CNC1=NC(=CC=C1)C)C N-((trans-4-(4-methoxy-3-methylphenyl)cyclohexyl)methyl)-6-methylpyridin-2-amine